N(=[N+]=[N-])[C@@H]1CCC=2C1=NN(C2C)COCC[Si](C)(C)C (R)-6-azido-3-methyl-2-((2-(trimethylsilyl)ethoxy)methyl)-2,4,5,6-tetrahydrocyclopenta[c]pyrazole